CC=1C=C(CN2C([C@]3(C4=CC=CC=C24)CCC(C(C3)(C)C)=O)=O)C=CC1C r-(3,4-dimethylbenzyl)-5,5-dimethyl-2',4-dioxospiro[cyclohexane-1,3'-indolin]